lanthanum strontium gallium magnesium salt [Mg].[Ga].[Sr].[La]